NC1=NC(=NN1C(=O)NC1=CC=C(C=C1)C1=CC(=CC(=C1)OCC1=CC=CC=C1)C(=O)O)NC1=CC=C(C=C1)S(N)(=O)=O 4'-(5-amino-3-((4-sulfamoylphenyl)amino)-1H-1,2,4-triazole-1-carboxamido)-5-(benzyloxy)-[1,1'-biphenyl]-3-carboxylic acid